FC(SOC(CCCCCCCCCCC)=O)(F)F lauric acid trifluoromethylthioester